C(C)(CC)C1C(NC2=C(CN1C(=O)N)C(=CC(=C2)F)F)=O 3-(sec-butyl)-6,8-difluoro-2-oxo-1,2,3,5-tetrahydro-4H-benzo[1,4]diazepine-4-carboxamide